(S)-6-(1,1-difluoroethyl)-N-methyl-2,3-dihydrobenzofuran-3-amine FC(C)(F)C1=CC2=C([C@@H](CO2)NC)C=C1